N-(5-(Cyclobutylmethyl)-1-(2,6-dimethoxyphenyl)-2-(6-ethoxypyridin-2-yl)-1H-imidazo[4,5-b]pyrazin-6-yl)methanesulfonamide C1(CCC1)CC=1N=C2C(=NC1NS(=O)(=O)C)N(C(=N2)C2=NC(=CC=C2)OCC)C2=C(C=CC=C2OC)OC